alpha-methylolacrylate C(O)C(C(=O)[O-])=C